(S)-6-Chloro-1-(6-(3-methoxytetrahydrofuran-3-yl)-4-(oxetan-3-ylmethoxy)pyridin-2-yl)-3-methyl-1H-pyrrolo[3,2-c]pyridine ClC1=CC2=C(C=N1)C(=CN2C2=NC(=CC(=C2)OCC2COC2)[C@@]2(COCC2)OC)C